2-(chloromethyl)-2,3-dihydro-thieno[3,4-b]-1,4-dioxine ClCC1COC=2C(O1)=CSC2